2-(4-methoxy-2-phenylquinazoline-7-carbonyl)malononitrile COC1=NC(=NC2=CC(=CC=C12)C(=O)C(C#N)C#N)C1=CC=CC=C1